FC1=C(OCCNCCCF)C=CC(=C1[C@H]1N([C@@H](CC2=C1NC1=CC=CC=C21)C)CC(F)(F)F)F N-(2-(2,4-difluoro-3-((1R,3R)-3-methyl-2-(2,2,2-trifluoroethyl)-2,3,4,9-tetrahydro-1H-pyrido[3,4-b]Indol-1-yl)phenoxy)ethyl)-3-fluoropropan-1-amine